6-(Cyclopropanecarboxamido)-4-((3-(1-cyclopropyl-1H-1,2,4-triazol-3-yl)-2-methoxyphenyl)amino)pyridazine-3-carboxylic acid zinc [Zn].C1(CC1)C(=O)NC1=CC(=C(N=N1)C(=O)O)NC1=C(C(=CC=C1)C1=NN(C=N1)C1CC1)OC